C(C)(C)(C)N(C(=O)OCC1=C2C=CN=CC2=CC=C1)CCC1=CN=C2N1C=C(C=C2)C2=C(C(=C(C=C2)F)F)OCCC=2C(=NN(C2C)C)C isoquinolin-5-yl-methanol tert-butyl-(2-(6-(3,4-difluoro-2-(2-(1,3,5-trimethyl-1H-pyrazol-4-yl)ethoxy)phenyl)imidazo[1,2-a]pyridin-3-yl)ethyl)carbamate